C1(=CC=CC=C1)NC1=NC=CC(=C1)N1C=NC(=C1)C(=O)O 1-(2-(phenylamino)pyridin-4-yl)-1H-imidazole-4-carboxylic acid